ethyl 9-(2,6-difluorophenyl)-3-pyridazin-3-yl-16-thia-2,4,5,8-tetrazatetracyclo[8.6.0.02,6.011,15]hexadeca-1(10),3,5,8,11(15)-pentaene-13-carboxylate FC1=C(C(=CC=C1)F)C1=NCC2=NN=C(N2C=2SC=3CC(CC3C12)C(=O)OCC)C=1N=NC=CC1